[N-]=C=O.[N-]=C=O.C1(=CC=CC=C1)C(CCCCC)C1=CC=CC=C1 diphenyl-hexane diisocyanate